FC1=CC=C(C=C1)C(N1[C@@H](CN(CC1)C(=O)OC(C)(C)C)C(C)C)C1=CC=C(C=C1)F tert-butyl (R)-4-(bis(4-fluorophenyl) methyl)-3-isopropylpiperazine-1-carboxylate